Cl.FC(C1=CC=C(OC2=C3CCNCC3=CC=C2)C=C1)(F)F 5-[4-(trifluoromethyl)phenoxy]-1,2,3,4-tetrahydroisoquinoline hydrochloride